di-iso-propoxybis(ethoxyacetoacetyl)titanium C(C)(C)O[Ti](C(CC(=O)COCC)=O)(C(CC(=O)COCC)=O)OC(C)C